1H-indole-1,2-dicarboxylic acid N1(C(=CC2=CC=CC=C12)C(=O)O)C(=O)O